NC(C(=O)O)(CCCCB(O)O)CCCN1CC(CCC1)C1=NC2=C(N1)C=CC(=C2)F 2-amino-6-borono-2-(3-(3-(5-fluoro-1H-benzo[d]imidazol-2-yl)piperidin-1-yl)propyl)hexanoic acid